3-METHYL-UNDECANE CC(CC)CCCCCCCC